1-((1S,2R)-2-Fluorocyclopropane-1-carbonyl)azetidin-3-yl (8-amino-7-fluoro-6-(4-methyl-5,6,7,8-tetrahydro-1,5-naphthyridin-3-yl)isoquinolin-3-yl)carbamate NC=1C(=C(C=C2C=C(N=CC12)NC(OC1CN(C1)C(=O)[C@H]1[C@@H](C1)F)=O)C=1C=NC=2CCCNC2C1C)F